CC(C)N(CCC=O)CCC 3-[PROPAN-2-YL(PROPYL)AMINO]PROPANAL